N-phenyl-2-(2-phenyl-7-((tetrahydro-2H-pyran-4-yl)amino)-1H-indol-5-yl)acetamide C1(=CC=CC=C1)NC(CC=1C=C2C=C(NC2=C(C1)NC1CCOCC1)C1=CC=CC=C1)=O